CN(C1=CC=C2CN(C(C2=C1)=O)C1C(NC(CC1)=O)=O)C 3-[6-(dimethylamino)-1-oxo-isoindolin-2-yl]piperidine-2,6-dione